3-(2-ethylhexyloxy)propane-1,2-diol tert-butyl-7-(1-((5-(5-(difluoromethyl)-1,3,4-oxadiazol-2-yl)pyridin-2-yl)methyl)-1H-1,2,3-triazol-4-yl)-3,4-dihydroisoquinolin-2(1H)-carboxylate C(C)(C)(C)C1N(CCC2=CC=C(C=C12)C=1N=NN(C1)CC1=NC=C(C=C1)C=1OC(=NN1)C(F)F)C(=O)O.C(C)C(COCC(CO)O)CCCC